Cl.Cl.C1(=C(C=CC=C1)N1CCNCC1)C 1-(o-tolyl)piperazine dihydrochloride